C(C)OC(=O)C1=C(N=NN1CC=1C=NC(=CC1)C(NC1=CC=C(C=C1)OC(F)(F)F)=O)C 4-methyl-1-((6-((4-(trifluoromethoxy)phenyl)carbamoyl)pyridin-3-yl)methyl)-1H-1,2,3-triazole-5-carboxylic acid ethyl ester